2,3-dimethyl-6-[(2S)-2-(1-methyl-1H-pyrazol-4-yl)morpholin-4-yl]-8-[3-(trifluoromethyl)bicyclo[1.1.1]pent-1-yl]-3H,4H-pyrimido[5,4-d][1,3]diazin-4-one CC=1N(C(C2=C(N1)C(=NC(=N2)N2C[C@@H](OCC2)C=2C=NN(C2)C)C21CC(C2)(C1)C(F)(F)F)=O)C